benzyl N-[(2S,3S)-2,3-bis(benzyloxy)pent-4-en-1-yl]carbamate C(C1=CC=CC=C1)O[C@@H](CNC(OCC1=CC=CC=C1)=O)[C@H](C=C)OCC1=CC=CC=C1